S1N=CC=C1C1=CC(=C(C=C1)C1=CCCCN1C(=O)OC(C)(C)C)[N+](=O)[O-] tert-butyl 6-(4-(isothiazol-5-yl)-2-nitrophenyl)-3,4-dihydropyridine-1-carboxylate